3,4-Dimethyl-8H-pyrano[4',3':4,5]Thieno[2,3-c]Pyridazin-8-one CC1=C(C2=C(N=N1)SC1=C2C=COC1=O)C